COCC=1C(=C(N(N1)C)O[C@H](CNC)C)C=1C=C2C(=CN1)N(N=C2C=C)C2OCCCC2 (2S)-2-[5-(methoxymethyl)-2-methyl-4-(1-tetrahydropyran-2-yl-3-vinyl-pyrazolo[3,4-c]pyridin-5-yl)pyrazol-3-yl]oxy-N-methyl-propan-1-amine